ClC1=CC(=C(C=C1)N1C(N2[C@@H](CN(CC2)C=2C(=NC(=CC2)C=2C(=NC=CC2)OCC)C(=O)NC2CNCC2)C1)=O)C(F)(F)F 3-[(8aS)-2-[4-chloro-2-(trifluoromethyl)phenyl]-3-oxo-5,6,8,8a-tetrahydro-1H-imidazo[1,5-a]pyrazin-7-yl]-6-(2-ethoxypyridin-3-yl)-N-pyrrolidin-3-ylpyridine-2-carboxamide